FC1=C(C(=CC(=C1)S(=O)(=O)N1C[C@H](CC1)F)F)C1=NC2=CC(=CC=C2C(=C1F)C)C=O 2-{2,6-difluoro-4-[(3S)-3-fluoro-pyrrolidine-1-sulfonyl]phenyl}-3-fluoro-4-methylquinoline-7-carbaldehyde